methyl 5-chloro-8-(2,6-difluorophenyl)-2,3,7,9,11-pentazatricyclo[8.4.0.02,6]tetradeca-1(10),3,5,7,11,13-hexaene-13-carboxylate ClC=1C=NN2C=3C=C(C=NC3NC(=NC12)C1=C(C=CC=C1F)F)C(=O)OC